tert-butyl 3-((tert-butoxycarbonyl)amino)-3-(hydroxymethyl)azepane-1-carboxylate C(C)(C)(C)OC(=O)NC1(CN(CCCC1)C(=O)OC(C)(C)C)CO